P(OC1=C(C(=CC=C1)C1=CC=C(C=C1)C=C)C1=CC=C(C=C1)C=C)([O-])=O bis(4-vinylphenyl)phenyl phosphonate